N1C=NC=2N1C=C1C(N2)=CC=C1 cyclopenta[d][1,2,4]triazolo[1,5-a]pyrimidine